ClC=1C(=NC(=NC1)NC1=CC(=NC=C1)OC)C1=CC=C2CN(C(C2=C1)=O)[C@@H](C(=O)N[C@H](C)C1=NC(=CC=C1)N1CCN(CC1)C)C (2R)-2-(6-{5-chloro-2-[(2-methoxypyridin-4-yl)amino]pyrimidin-4-yl}-1-oxo-2,3-dihydro-1H-isoindol-2-yl)-N-[(1R)-1-[6-(4-methylpiperazin-1-yl)pyridin-2-yl]ethyl]propanamide